Triazolopyrimidinol N1=NN=C2C1=CN=C(N2)O